3-{5-[2-(2-{1,6-diazaspiro[3.3]heptan-6-yl}pyrimidin-5-yl)ethynyl]-3-methyl-2-oxo-1,3-benzodiazol-1-yl}piperidine-2,6-dione N1CCC12CN(C2)C2=NC=C(C=N2)C#CC2=CC1=C(N(C(N1C)=O)C1C(NC(CC1)=O)=O)C=C2